NC=1SC2=C(N1)C=C(C=C2)[N+](=O)[O-] 2-amino-5-nitrobenzo[d]thiazole